C1(=CC=CC=C1)C1=NC(=NC(=N1)C1=CC=CC=C1)C1=C(C=C(C=C1)OCCOCC(CCCC)CC)O 2-(4,6-diphenyl-1,3,5-triazine-2-yl)-5-[2-(2-ethylhexyloxy)ethoxy]phenol